2,2-bis(diphenylphosphino)-1,1-Dioxane C1(=CC=CC=C1)P(C1(OCCCC1)P(C1=CC=CC=C1)C1=CC=CC=C1)C1=CC=CC=C1